C(N)(OCC(OCC(=O)NC=1C=C2CN(C(C2=CC1)=O)C1C(NC(CC1)=O)=O)C(C)(C)C)=O (tert-butyl 2-(2-((2-(2,6-dioxopiperidin-3-yl)-1-oxoisoindolin-5-yl) amino)-2-oxoethoxy) ethyl) carbamate